methyl 3-[5-chloro-6-[4-(2,2,2-trifluoroethyl)piperazin-1-yl]pyridin-3-yl]-1,2-oxazole-5-carboxylate ClC=1C=C(C=NC1N1CCN(CC1)CC(F)(F)F)C1=NOC(=C1)C(=O)OC